FC(C1=CC(=NN1)CN(C(=O)NC1=CC(=CC=C1)C(F)F)C=1C=NC(=NC1)OC)F ((5-(difluoromethyl)-1H-pyrazol-3-yl)methyl)-3-(3-(difluoromethyl)phenyl)-1-(2-methoxypyrimidin-5-yl)urea